C1(NC(CC2CCNCC12)=O)=O Hexahydro-2,7-naphthyridine-1,3(2H,4H)-dione